C(C)(=O)C1=C(N(C(=C1)C)C=1SC(=CC1C#N)C)C 2-(3-acetyl-2,5-dimethyl-1H-pyrrole-1-yl)-5-methylthiophene-3-nitrile